isopropyl 2-((5-acrylamido-4-((2-(dimethylamino)ethyl)(methyl)amino)-2-methoxy-phenyl)amino)-4-(5-cyano-3,3-dimethyl-2,3-dihydro-1H-pyrrolo[3,2-b]pyridin-1-yl)pyrimidine-5-carboxylate C(C=C)(=O)NC=1C(=CC(=C(C1)NC1=NC=C(C(=N1)N1CC(C2=NC(=CC=C21)C#N)(C)C)C(=O)OC(C)C)OC)N(C)CCN(C)C